CC1(OB(OC1(C)C)C=1C=C(NC2CC2)C=CC1)C 3-(4,4,5,5-tetramethyl-1,3,2-dioxaborolan-2-yl)-N-cyclopropylaniline